FC=1C=C(CNS(=O)(=O)C2=CC=C(C=C2)NC(=O)C2C(C2)C2=CC=NC=C2)C=CC1F N-(4-(N-(3,4-difluorobenzyl)sulfamoyl)phenyl)-2-(pyridin-4-yl)cyclopropane-1-carboxamide